3-chloro-5-hydroxy-4-iodo-benzoic acid ClC=1C=C(C(=O)O)C=C(C1I)O